NC1=NC=CC=C1S(=O)(=O)NC(=O)C=1C(=NC(=CC1)C1=CC(=CC(=C1)C)C)N1C(C[C@@H](C1)C)(C)C N-[(2-Amino-3-pyridyl)sulfonyl]-6-(3,5-dimethylphenyl)-2-[(4S)-2,2,4-trimethylpyrrolidin-1-yl]pyridin-3-carboxamid